C(C)(=O)NC1=NC(N(C=C1)[C@H]1[C@H]([C@H](O)[C@H](O1)CO)F)=O 4-acetamido-1-(2-deoxy-2-fluoro-beta-D-arabinofuranosyl)-2(1H)-pyrimidinone